2-{4-[4-(2-methoxyethoxy)phenyl]piperazin-1-yl}ethanol COCCOC1=CC=C(C=C1)N1CCN(CC1)CCO